ClC1=C(C=CC=C1)C(C)N(C=1C=NC(=NC1)C(=O)N[C@H](C)\C=C\S(=O)(=O)C)C1CC1 5-((1-(2-chlorophenyl)ethyl)(cyclopropyl)amino)-N-((R,E)-4-(methylsulfonyl)but-3-en-2-yl)pyrimidine-2-carboxamide